2-(3-fluoropyridin-4-yl)-1-methyl-1,3-benzodiazol FC=1C=NC=CC1C1=NC2=C(N1C)C=CC=C2